5-(bromomethyl)furan-2-carboxylate BrCC1=CC=C(O1)C(=O)[O-]